COC1=C(C=C(N=N1)NC(C=C)=O)\C=C\[C@@H]1CC[C@H](CC1)C(F)(F)F N-(6-Methoxy-5-((E)-2-(trans-4-(trifluoromethyl)cyclohexyl)vinyl)pyridazin-3-yl)acrylamide